F[C@@H]1[C@H](CN(C1)C)OCC1=CC=C(C=C1)N1C=NC(=C1)NC=1N=CC(=NC1)C#N 5-((1-(4-((((3S,4S)-4-Fluoro-1-methylpyrrolidin-3-yl)oxy)methyl)phenyl)-1H-imidazol-4-yl)amino)pyrazine-2-carbonitrile